FC=1C(=C(C=CC1C)S(=O)(=O)N1[C@@H](CCC1)C(=O)OC)O[C@H](C)CCCC=O methyl ((3-fluoro-4-methyl-2-(((R)-6-oxohexan-2-yl)oxy)phenyl)sulfonyl)-L-prolinate